ClC=1C=C(C#N)C=C(C1O)Cl 3,5-dichloro-4-hydroxybenzonitrile